C1(CCCCC1)P(CCCCCCP(C1CCCCC1)C1CCCCC1)C1CCCCC1 1,6-bis(dicyclohexylphosphino)hexane